4-[3-[2,6-Dichloro-4-(3,3-dimethoxyazetidin-1-yl)benzoyl]-2,4-dihydro-1,3-benzoxazin-8-yl]-2-(3-oxa-8-aza-bicyclo[3.2.1]oct-8-yl)benzoic acid methyl ester COC(C1=C(C=C(C=C1)C1=CC=CC=2CN(COC21)C(C2=C(C=C(C=C2Cl)N2CC(C2)(OC)OC)Cl)=O)N2C1COCC2CC1)=O